C(CC)N1C(N(CC1)CCC)=O 1,3-dipropyl-2-imidazolidone